tert-butyl-6-(1-(3-cyanophenyl)-3-(trifluoromethyl)-1H-pyrazole-5-carboxamido)-5-fluoro-3,4-dihydroisoquinoline-2(1H)-carboxylate C(C)(C)(C)OC(=O)N1CC2=CC=C(C(=C2CC1)F)NC(=O)C1=CC(=NN1C1=CC(=CC=C1)C#N)C(F)(F)F